C(C1=CC=CC=C1)OC1=C(N(C=CC1=O)CCC1=CC=CC=C1)C 3-(benzyloxy)-2-methyl-1-phenethylpyridin-4(1H)-one